N,2-dimethyl-5,6-dihydro-4H-cyclopenta[b]thiophen-5-amine hydrochloride Cl.CNC1CC2=C(SC(=C2)C)C1